tert-butyl 3-[4-[2-(2-amino-3-pyridyl)-5-phenyl-imidazo[4,5-b]pyridin-3-yl]phenyl]pyrrolidine-1-carboxylate NC1=NC=CC=C1C1=NC=2C(=NC(=CC2)C2=CC=CC=C2)N1C1=CC=C(C=C1)C1CN(CC1)C(=O)OC(C)(C)C